C(=O)C1=CC=C(C=C1)NS(=O)(=O)C1=CC=C(C=C1)Cl N-(4-formylphenyl)-4-chlorobenzenesulfonamide